butyl (2R)-2-[[[3-amino-7-(2-fluoro-6-methyl-phenyl)-5-isoquinolyl]amino]methyl]piperidine-1-carboxylate NC=1N=CC2=CC(=CC(=C2C1)NC[C@@H]1N(CCCC1)C(=O)OCCCC)C1=C(C=CC=C1C)F